CC1CC(C2CC(C1N2)S(=O)(=O)C2=CC=CC=C2)N 4-methyl-6-(phenylsulfonyl)-8-azabicyclo[3.2.1]octan-2-amine